N-ethylhexylamine C(C)NCCCCCC